2-(cyclopropoxy)-5-fluoro-6-(4-iodo-2-methyl-pyrazol-3-yl)-3-(2-methoxyethoxymethoxy)benzonitrile C1(CC1)OC1=C(C#N)C(=C(C=C1OCOCCOC)F)C=1N(N=CC1I)C